CC(C=O)CC1=CC=C(C=C1)C(C)C 2-methyl-3-(p-isopropyl-phenyl)propanal